(1R,2S,5S)-N-[cyano-(3-prop-1-ynylthieno[2,3-c]pyridin-4-yl)methyl]-3-[(2S,3R)-3-methoxy-2-[(2,2,2-trifluoroacetyl)amino]butanoyl]-6,6-dimethyl-3-azabicyclo[3.1.0]hexane-2-carboxamide C(#N)C(NC(=O)[C@@H]1[C@H]2C([C@H]2CN1C([C@H]([C@@H](C)OC)NC(C(F)(F)F)=O)=O)(C)C)C1=C2C(=CN=C1)SC=C2C#CC